NC(CCP(O)(=O)CC)=NO (3-amino-3-(hydroxyimino)propyl)(ethyl)phosphinic acid